(S)-3-(1-amino-1,3-dihydrospiro[indene-2,4'-piperidin]-1'-yl)-5-methyl-6-(2-(trifluoromethyl)pyridin-3-yl)pyrazine-2-carboxylic acid ethyl ester C(C)OC(=O)C1=NC(=C(N=C1N1CCC2(CC1)[C@@H](C1=CC=CC=C1C2)N)C)C=2C(=NC=CC2)C(F)(F)F